NC1=NC=2C=C(C(=CC2C2=C1C=NN2C)C(=O)N([C@@H]2COC1=NC(=CC=C12)C(F)(F)F)C=1C=NN(C1)C)F (S)-4-amino-7-fluoro-1-methyl-N-(1-methyl-1H-pyrazol-4-yl)-N-(6-(trifluoromethyl)-2,3-dihydrofuro[2,3-b]pyridin-3-yl)-1H-pyrazolo[4,3-c]quinoline-8-carboxamide